(2R,4S)-2-(2-((S)-5-(6-bromo-3-nitroquinolin-4-ylamino)pent-2-yloxy)-5-fluorophenyl)-4-fluoropyrrolidine-1-carboxylic acid tert-butyl ester C(C)(C)(C)OC(=O)N1[C@H](C[C@@H](C1)F)C1=C(C=CC(=C1)F)O[C@@H](C)CCCNC1=C(C=NC2=CC=C(C=C12)Br)[N+](=O)[O-]